BrC=1C(=NC=C(C1)C(=O)N1CCC(CC1)(F)F)NC1=CC=C(C(=N)NO)C=C1 4-((3-bromo-5-(4,4-difluoropiperidin-1-carbonyl)pyridin-2-yl)amino)-N-hydroxybenzoamidine